CC=1C(=NC(=CN1)C1=CN=CN1C)C(=O)NC=1C=NC(=CC1)C(F)(F)F 3-methyl-6-(1-methyl-1H-imidazol-5-yl)-N-(6-(trifluoromethyl)pyridin-3-yl)pyrazine-2-carboxamide